C(C)(C)(C)C=1C(=C(C=C(C1)C)N1N=C2C(=N1)C=CC(=C2)Cl)O 2-(3'-tert-butyl-2'-hydroxy-5'-methylphenyl)-5-chlorobenzotriazole